PENTAFLUOROPROPIONALDEHYDE HYDRATE O.FC(C(C=O)(F)F)(F)F